N1(CCCC1)CCOCCN 2-(2-(pyrrolidin-1-yl)ethoxy)ethan-1-amine